3-methyl-7-(4,4,5,5-tetramethyl-1,3,2-dioxaborolan-2-yl)-[1,2,4]triazolo[4,3-a]pyridine CC1=NN=C2N1C=CC(=C2)B2OC(C(O2)(C)C)(C)C